N,N-dimethyl-3-[(9Z,12Z)-octadecan-9,12-dienyloxy]propan-1-amine CN(CCCOCCCCCCCC\C=C/C\C=C/CCCCC)C